O1C(SCC1)=O 1,3-oxathiolane-2-one